ClC=1C=C(CNC([O-])=O)C=CC1Cl 3,4-dichlorobenzylcarbamate